2-methyl-1,6-hexanedial CC(C=O)CCCC=O